(3S,5R)-1-[3-(1-hydroxyethyl)-6-[5-[(6-methylpyridazin-3-yl)amino]benzimidazol-1-yl]-2-pyridyl]-5-methyl-pyrrolidine-3-carbonitrile OC(C)C=1C(=NC(=CC1)N1C=NC2=C1C=CC(=C2)NC=2N=NC(=CC2)C)N2C[C@H](C[C@H]2C)C#N